NC=1C(=C(C=C2C=C(N=CC12)NC(OC1CCS(CC1)(=O)=O)=O)C=1C=NC=2CCCNC2C1C)F 1,1-Dioxidotetrahydro-2H-thiopyran-4-yl (8-amino-7-fluoro-6-(4-methyl-5,6,7,8-tetrahydro-1,5-naphthyridin-3-yl)isoquinolin-3-yl)carbamate